cis-2-[1-(cyclobutyl-methyl)-8-dimethylamino-2-oxo-8-phenyl-1,3-diazaspiro[4.5]decan-3-yl]-benzonitrile C1(CCC1)CN1C(N(CC12CCC(CC2)(C2=CC=CC=C2)N(C)C)C2=C(C#N)C=CC=C2)=O